COC1=CC=C(C2=C1NC(=N2)NC(=O)N2C[C@@]1(CC2)COCCC1)C=1C=NN(C1)C (5R)-N-[7-methoxy-4-(1-methyl-1H-pyrazol-4-yl)-1H-1,3-benzodiazol-2-yl]-7-oxa-2-azaspiro[4.5]decane-2-carboxamide